C(#N)C(NC(=O)C1[C@@H]2C(C2CN1C([C@H](C(C)(C)C)NC(C(F)(F)F)=O)=O)(C)C)C1=C2C(=CN=C1)SC=C2C#CC (S)-N-[cyano-(3-prop-1-ynylthieno[2,3-c]pyridin-4-yl)methyl]-3-[(2S)-3,3-dimethyl-2-[(2,2,2-trifluoroacetyl)amino]butanoyl]-6,6-dimethyl-3-azabicyclo[3.1.0]hexane-2-carboxamide